(S)-3-(1-amino-1'-(6-amino-5-((2-amino-3-chloropyridin-4-yl)thio)-3-bromopyrazin-2-yl)-1,3-dihydrospiro[indene-2,4'-piperidin]-6-yl)-N-methylpropiolamide N[C@@H]1C2=CC(=CC=C2CC12CCN(CC2)C2=NC(=C(N=C2Br)SC2=C(C(=NC=C2)N)Cl)N)C#CC(=O)NC